(R)-N-((1-(4-(trifluoromethyl)phenyl)-1,2,3,4-tetrahydro-1,5-naphthyridin-3-yl)methyl)acetamide-2,2,2-d3 FC(C1=CC=C(C=C1)N1C[C@H](CC2=NC=CC=C12)CNC(C([2H])([2H])[2H])=O)(F)F